methyl 1-((tert-butoxycarbonyl)imino)hexahydro-1λ6-thiopyran-4-carboxylate 1-oxide C(C)(C)(C)OC(=O)N=S1(CCC(CC1)C(=O)OC)=O